(S)-1,5-anhydro-1-{4-chloro-3-[(4-ethoxyphenyl)methyl]phenyl}-D-glucitol ClC1=C(C=C(C=C1)[C@H]1[C@H](O)[C@@H](O)[C@H](O)[C@H](O1)CO)CC1=CC=C(C=C1)OCC